tert-butyl 3-{3-[1-(4-amino-3-methyl-1H-pyrazolo[3,4-d]pyrimidin-1-yl)ethyl]-6-cyano-2-methoxy-5-methylphenyl}azetidine-1-carboxylate NC1=C2C(=NC=N1)N(N=C2C)C(C)C=2C(=C(C(=C(C2)C)C#N)C2CN(C2)C(=O)OC(C)(C)C)OC